(R)-3-isopropylmorpholine C(C)(C)[C@H]1NCCOC1